NC1=CC=C(C=N1)/C=C/C(=O)NCC=1OC2=C(C1)C=C(C=C2C=2C=NC=CC2)C2=CC=C(C=C2)C(=O)N2CCC(CC2)(F)F (E)-3-(6-amino-pyridin-3-yl)-N-((5-(4-(4,4-difluoro-piperidine-1-carbonyl)phenyl)-7-(pyridin-3-yl)benzofuran-2-yl)methyl)acrylamide